CC1=CC=C(N1)C(=O)N1C[C@H](CC1)C(=O)NC1=CC(=C(C(=C1)F)F)F (S)-1-(5-methyl-1H-pyrrole-2-carbonyl)-N-(3,4,5-trifluorophenyl)pyrrolidine-3-carboxamide